2-Oxo-2-[rac-(2R,5S)-2-(4,4-difluorocyclohexyl)-5-methyl-1-piperidyl]acetamide O=C(C(=O)N)N1[C@H](CC[C@@H](C1)C)C1CCC(CC1)(F)F |r|